5-(difluoromethyl)-1-(pyridin-4-yl)-1H-pyrazole-4-carboxamide FC(C1=C(C=NN1C1=CC=NC=C1)C(=O)N)F